3-mercaptophenylboronic acid SC=1C=C(C=CC1)B(O)O